3-[2-cyclopropyl-7-(dimethylamino)-5-oxo-[1,3]thiazolo[4,5-d]pyrimidin-4-yl]-N-(2-fluorophenyl)-N-methylbenzamide C1(CC1)C=1SC2=C(N(C(N=C2N(C)C)=O)C=2C=C(C(=O)N(C)C3=C(C=CC=C3)F)C=CC2)N1